Dimethyldiethyloxysilan C[Si](OCC)(OCC)C